(S)-N-(3,5-difluorobenzyl)-3-hydroxy-2-oxo-1-(4-(trimethylsilyl)phenyl)pyrrolidine-3-carboxamide FC=1C=C(CNC(=O)[C@@]2(C(N(CC2)C2=CC=C(C=C2)[Si](C)(C)C)=O)O)C=C(C1)F